2-chloro-4-(7,7-difluoro-2-(methylthio)-6,7-Dihydro-5H-cyclopenta[d]pyrimidin-4-yl)phenol ClC1=C(C=CC(=C1)C=1C2=C(N=C(N1)SC)C(CC2)(F)F)O